COC1=CC=C(CC2=NN(C(=N2)C2CNCCO2)C2=NC=CN=C2)C=C1 2-(3-(4-methoxybenzyl)-1-(pyrazin-2-yl)-1H-1,2,4-triazol-5-yl)morpholine